(((2,2-difluoro-1-hydroxy-7-(trifluoromethylsulfanyl)-2,3-dihydro-1H-inden-4-yl)oxy)methyl)cyclobutane-1-carbonitrile FC1(C(C2=C(C=CC(=C2C1)OCC1(CCC1)C#N)SC(F)(F)F)O)F